O1C[C@@H](CC1)OC1NCC2=CC=CC=C12 [(3R)-oxolan-3-yloxy]-2,3-dihydro-1H-isoindol